n-pentylindene C(CCCC)C1C=CC2=CC=CC=C12